1-(2-methylphenyl)-1H-pyrazol-3-amine CC1=C(C=CC=C1)N1N=C(C=C1)N